1,4-bis(ethoxycarbonyloxy)naphthalene C(C)OC(=O)OC1=CC=C(C2=CC=CC=C12)OC(=O)OCC